2-trifluoromethyl-chromene FC(C1OC2=CC=CC=C2C=C1)(F)F